(2-bromophenyl)(cyclopentyl)methanone BrC1=C(C=CC=C1)C(=O)C1CCCC1